C1(=CC=C(C=C1)N(N)C(=O)N)C (4-tolyl)hydrazinecarboxamide